CC1CC(C1)(C1=NN=CN1C)C1=CC=C(S1)N1C(C2=C(C(=C1)C(F)(F)F)C=C(N2)CN2C[C@H](CCC2)C)=O 6-(5-((1r,3S)-3-methyl-1-(4-methyl-4H-1,2,4-triazol-3-yl)cyclobutyl)thiophen-2-yl)-2-(((S)-3-methylpiperidin-1-yl)methyl)-4-(trifluoromethyl)-1,6-dihydro-7H-pyrrolo[2,3-c]pyridin-7-one